C(C)[C@@]1(OCC2=C1N=C(N=C2)C(=O)N[C@@H]2C(N(C=1N(CC2)N=C(C1)C)C)=O)C |r| rac-(7S)-7-Ethyl-7-methyl-N-[rac-(6S)-2,4-dimethyl-5-oxo-7,8-dihydro-6H-pyrazolo[1,5-a][1,3]diazepin-6-yl]-5H-furo[3,4-d]pyrimidin-2-carboxamid